OC(C(=O)C1=CC=C(C=C1)OCCO)(C)C 2-hydroxy-2-methyl-1-[4-(2-hydroxyethoxy)phenyl]-1-propanon